(6-Bromopyridin-2-yl)(1-methylpiperidin-4-yl)methanone HBr Br.BrC1=CC=CC(=N1)C(=O)C1CCN(CC1)C